9-methylbenzo[H]quinazolin-2-amine CC1=CC=2C(=CC=C3C=NC(=NC23)N)C=C1